3-(4-(ethylsulfonamido)-3-((4-fluorobenzyl)oxy)phenyl)5-((2-methoxypyridin-4-yl)amino)-1H-pyrazole-4-carboxamide C(C)S(=O)(=O)NC1=C(C=C(C=C1)C1=NNC(=C1C(=O)N)NC1=CC(=NC=C1)OC)OCC1=CC=C(C=C1)F